5-(2-(3-Chloro-4-cyanophenyl)-3-methyl-2,8-diazaspiro[4.5]decan-8-yl)pyrazine-2-carboxylic acid ClC=1C=C(C=CC1C#N)N1CC2(CC1C)CCN(CC2)C=2N=CC(=NC2)C(=O)O